4-(1,1,3,3-tetramethylbutyl)-phenol CC(CC(C)(C)C)(C)C1=CC=C(C=C1)O